BrC1=C2C(N(C3(C2=CC=C1)CC3)C)=O bromo-2'-methyl-spiro[cyclopropane-1,1'-isoindolin]-3'-one